di-n-butylbis(laurylthio)tin C(CCC)[Sn](SCCCCCCCCCCCC)(SCCCCCCCCCCCC)CCCC